5-(4'-Chloro-2'-methoxy-3,4,5,6-tetrahydro-2H-[1,3']bipyridinyl-4-yl)-2,4-dimethyl-7-(2-trifluoromethyl-benzyl)-2,4,5,7-tetrahydro-pyrazolo[3,4-d]pyrimidin-6-one ClC1=C(C(=NC=C1)OC)N1CCC(CC1)N1C(N(C=2C(C1C)=CN(N2)C)CC2=C(C=CC=C2)C(F)(F)F)=O